2-((4-(1-chloroethyl)-1H-1,2,3-triazol-1-yl)methyl)-6-cyclopropylimidazo[1,2-a]pyridine ClC(C)C=1N=NN(C1)CC=1N=C2N(C=C(C=C2)C2CC2)C1